FC1=C(C(=C(C(=C1F)N)F)F)C1=C(C(=C(C(=C1F)F)N)F)F 2,2',3,3',5,5',6,6'-octafluorobiphenyl-4,4'-diamine